(2S)-2-[(tert-Butoxycarbonyl)amino]-3-[4-(pyrimidine-2-carboxamido)phenyl]propanamide C(C)(C)(C)OC(=O)N[C@H](C(=O)N)CC1=CC=C(C=C1)NC(=O)C1=NC=CC=N1